[Mg].CC1(C(C2=C(OCCO2)C(C1)=O)=O)S(=O)(=O)O 6-methyl-5,8-dioxo-2,3,5,6,7,8-hexahydrobenzo[B][1,4]dioxin-6-sulfonic acid magnesium